(6,7-difluoro-2,3-dihydrobenzo[b][1,4]dioxin-5-yl)methanol tert-butyl-(2S)-2-(1-hydroxyethyl)-2-methylpyrrolidine-1-carboxylate C(C)(C)(C)C1[C@@](N(CC1)C(=O)OCC1=C(C(=CC=2OCCOC21)F)F)(C)C(C)O